3,4-dihydroxyphenylethanol acetate C(C)(=O)OC(C)C1=CC(=C(C=C1)O)O